1-(1-((cyclohexanecarbonyl)oxy)decyl)-5-(4-(hexyloxy)-1,2,5-thiadiazol-3-yl)-1-methyl-1,2,3,6-tetrahydropyridin-1-ium iodide 1-Chlorodecyl-cyclohexanecarboxylate ClC(CCCCCCCCC)OC(=O)C1CCCCC1.[I-].C1(CCCCC1)C(=O)OC(CCCCCCCCC)[N+]1(CCC=C(C1)C1=NSN=C1OCCCCCC)C